C(C)(C)C1=NOC(=N1)N1CCC(CC1)C(C)OC1=NN2C(S1)=NC(=C2)C2=CC=C(C=C2)S(=O)(=O)C 3-isopropyl-5-(4-(1-((6-(4-(methylsulfonyl)phenyl)imidazo[2,1-b][1,3,4]thiadiazol-2-yl)oxy)ethyl)piperidin-1-yl)-1,2,4-oxadiazol